ClC1=NC=C(C(=N1)N)C(F)(F)F 2-Chloro-5-(trifluoromethyl)pyrimidin-4-amine